The molecule is a triterpene consisting of 2,6,10,15,19,23-hexamethyltetracosane having six double bonds at the 2-, 6-, 10-, 14-, 18- and 22-positions with (all-E)-configuration. It has a role as a human metabolite, a plant metabolite, a Saccharomyces cerevisiae metabolite and a mouse metabolite. CC(=CCC/C(=C/CC/C(=C/CC/C=C(/CC/C=C(/CCC=C(C)C)\\C)\\C)/C)/C)C